P(O)(=O)(OP(=O)(O)OP(=O)(O)O)OC[C@@H]1[C@H](C[C@@H](O1)N1C=NC=2C(O)=NC=NC12)O 2'-deoxyinosine triphosphate